Cl.Cl.N[C@H](C(=O)NC1=CC=C(C=C1)C1=C(C=NC=C1OC)F)C(C1=CC=CC=C1)C1=CC=CC=C1 (S)-2-amino-N-(4-(3-fluoro-5-methoxypyridin-4-yl)phenyl)-3,3-diphenylpropanamide dihydrochloride